C(C)N1C(NC2=CC3=C(C=C2C1=O)OCC[C@@H]1N(C3)CCN(C1)C(=O)OC(C)(C)C)=O tert-butyl (S)-10-ethyl-9,11-dioxo-1,2,4,4a,5,6,9,11,12,14-decahydro-3H,10H-pyrazino[1',2':5,6][1,5]oxazocino[2,3-g]quinazoline-3-carboxylate